2-[4-(Dibutoxymethyl)piperidin-1-yl]-5-(piperidin-4-yl)pyrazine C(CCC)OC(C1CCN(CC1)C1=NC=C(N=C1)C1CCNCC1)OCCCC